[Se](Br)Br.[Bi] bismuth selenium bromide